dopamine carbon fluoride C(F)(F)(F)F.NCCC1=CC(O)=C(O)C=C1